C(C)(=O)OCC(C)(C)C 2,2-dimethylpropyl acetate